N-acetyl-N-(7-butyl-6,8-dioxo-6,7,8,9-tetrahydro-1H-purin-2-yl)acetamide C(C)(=O)N(C(C)=O)C=1NC(C=2N(C(NC2N1)=O)CCCC)=O